1-(2-Hydroxy-4-methoxyphenyl)-3-[4-methoxy-3-(3-methylbut-2-enyl)phenyl]prop-2-en-1-one OC1=C(C=CC(=C1)OC)C(C=CC1=CC(=C(C=C1)OC)CC=C(C)C)=O